Lithium-Nickel-Manganese-Titanium Oxide [O-2].[Ti+4].[Mn+2].[Ni+2].[Li+]